1-(2,4,6-triisopropylphenylsulfonyl)imidazole potassium [K].C(C)(C)C1=C(C(=CC(=C1)C(C)C)C(C)C)S(=O)(=O)N1C=NC=C1